C1(CCC1)C=1C(=NN(C1NC(CC1(CCC1)OC)=O)C)C1CC(C1)(F)F N-(4-cyclobutyl-3-(3,3-difluorocyclobutyl)-1-methyl-1H-pyrazol-5-yl)-2-(1-methoxycyclobutyl)acetamide